FC(S(=O)(=O)OC1=NC2=CC=CC(=C2C=C1)C=1OC=NN1)(F)F 5-(1,3,4-oxadiazol-2-yl)quinolin-2-yl trifluoromethanesulfonate